2,5,6-TRIMETHYL-2-INDANMETHANOL CC1(CC2=CC(=C(C=C2C1)C)C)CO